2-(bromomethyl)nicotinic acid methyl ester COC(C1=C(N=CC=C1)CBr)=O